4-(1-methyl-2-oxopiperidin-3-yl)phenyl trifluoromethanesulfonate FC(S(=O)(=O)OC1=CC=C(C=C1)C1C(N(CCC1)C)=O)(F)F